(S)-1-(3-(4,6-dimethoxypyrimidin-5-yl)-1H-pyrrolo[2,3-b]pyridin-6-yl)-3-(3-(dimethylamino)-2-fluoropropyl)urea COC1=NC=NC(=C1C1=CNC2=NC(=CC=C21)NC(=O)NC[C@@H](CN(C)C)F)OC